O1CC(C1)N1N=C(C=C1)C1=CC=CC=C1 1-(oxetan-3-yl)-3-phenyl-1H-pyrazole